1-butyl-3-(3-sulfonatopropyl)-1H-imidazol-3-ium C(CCC)N1C=[N+](C=C1)CCCS(=O)(=O)[O-]